CN1C(=NC(=C1)C1=CC=C(C=C1)C1=CC(=NC=N1)NCCN1C(=CC2=C(C=CC(=C12)F)OC)C#N)C 1-(2-{6-[4-(1,2-Dimethyl-1H-imidazol-4-yl)-phenyl]-pyrimidin-4-ylamino}-ethyl)-7-fluoro-4-methoxy-1H-indol-2-carbonitril